C1(=CC=CC=C1)NC1=CC=2C(C3=CC(=CC=C3C2C=C1)NC1=CC=CC=C1)(C)C N,N'-diphenyl-9,9-dimethylfluorene-2,7-diamine